N-((7S)-9-Methyl-8-oxo-2-(4,4,4-trifluoro-3-hydroxy-3-methylbut-1-yn-1-yl)-6,7,8,9-tetrahydro-5H-pyrido[2,3-b]azepin-7-yl)-4-phenoxypicolinamide CN1C2=C(CC[C@@H](C1=O)NC(C1=NC=CC(=C1)OC1=CC=CC=C1)=O)C=CC(=N2)C#CC(C(F)(F)F)(C)O